dodecyl-bishydroxyethyl-methyl-amine oxide C(CCCCCCCCCCC)C[N+](CCO)(CCO)[O-]